C(CCCCCCCCCCCCCCC)(=O)O[C@@H](COC(CCCCCCCCCCCCCCC)=O)[C@H](OC(CCCCCCCCCCCCCCC)=O)COC(CCCCCCCCCCCCCCC)=O Erythritol tetrapalmitate